F[B-](F)(F)F.F[B-](F)(F)F.C(CCCCC)[N+]1=CC=C(C=C1)C=1SC2=C([N+]1C)C=CC=C2 2-(1-hexylpyridin-1-ium-4-yl)-3-methylbenzothiazole-3-ium bis(tetrafluoroborate)